1-(2-((5-(quinoxalin-6-yl)-7H-pyrrolo[2,3-d]pyrimidin-2-yl)amino)-7-azaspiro[3.5]nonan-7-yl)ethan-1-one N1=CC=NC2=CC(=CC=C12)C1=CNC=2N=C(N=CC21)NC2CC1(C2)CCN(CC1)C(C)=O